4-(5-(2,2-diethyl-4-oxochroman-6-yl)-1,2,4-oxadiazol-3-yl)-N-methylpicolinamide C(C)C1(OC2=CC=C(C=C2C(C1)=O)C1=NC(=NO1)C1=CC(=NC=C1)C(=O)NC)CC